(1'R,2'S,3R,7a'R)-5,7-dichloro-N1'-(3,5-dichlorophenyl)-6',6'-difluoro-N2'-methoxy-N2'-methyl-2-oxo-1',2',5',6',7',7a'-hexahydrospiro[indoline-3,3'-pyrrolizine]-1',2'-dicarboxamide ClC=1C=C2C(=C(C1)Cl)NC([C@@]21[C@H]([C@H]([C@H]2CC(CN12)(F)F)C(=O)NC1=CC(=CC(=C1)Cl)Cl)C(=O)N(C)OC)=O